N-(2-(tetrahydro-2H-pyran-4-yl)-1H-pyrrolo[3,2-c]pyridin-6-yl)cyclopropanecarboxamide O1CCC(CC1)C1=CC=2C=NC(=CC2N1)NC(=O)C1CC1